C(CCC)P(C(C)CCCCC)C(C)CCCCC butyl-di-(2-heptyl)phosphine